methyl 2-(2-(benzo[d][1,3]dioxol-5-yl)ethyl)benzoate O1COC2=C1C=CC(=C2)CCC2=C(C(=O)OC)C=CC=C2